ClC=1C(=CC(=NC1)N1[C@@H](C2=C(N=C(N=C2)NC(C(C)(C)C)=O)CC1)C)C1=NC=C(C=C1C)C (R)-N-(6-(5'-chloro-3,5-dimethyl-[2,4'-bipyridine]-2'-yl)-5-methyl-5,6,7,8-tetrahydropyrido[4,3-d]pyrimidin-2-yl)trimethylacetamide